3-amino-5-cyclopropylthiophene-2-carboxylic acid methyl ester COC(=O)C=1SC(=CC1N)C1CC1